OC(C1=CC=C(C(=O)O)C=C1)(C1=CC=CC=C1)C1=CC=CC=C1 4-(hydroxydiphenylmethyl)benzoic acid